C1(=CC(=CC=C1)NC)NC m-Phenylenebis(methylamin)